4-(4-Amino-2-(prop-2-yn-1-yloxy)phenyl)piperazine-1-carboxylic acid tert-butyl ester C(C)(C)(C)OC(=O)N1CCN(CC1)C1=C(C=C(C=C1)N)OCC#C